S(=O)(=O)(O)O.NN Hydrazine sulfate salt